ClC1=CC2=C(N(S(N=C2N2[C@H](CN(CC2)C(=O)OC(C)(C)C)C)(=O)=O)C2=C(C=C(C=C2)CN(C)C)C(C)C)N=C1C1=C(C=CC=C1)F tert-Butyl (S)-4-(6-chloro-1-(4-((dimethylamino)methyl)-2-isopropylphenyl)-7-(2-fluorophenyl)-2,2-dioxido-1H-pyrido[2,3-c][1,2,6]thiadiazin-4-yl)-3-methylpiperazine-1-carboxylate